1,6-Dihydroxy-2,5-dioxahexan OCOCCOCO